C(C)(C)(C)OC(=O)N1[C@H]([C@]2(COCC(N2)=O)CCC1)COC1CCN(CC1)C1=NC=C(C=N1)F |o1:8,9| tert-butyl-rel-(6S,7R)-7-({[1-(5-fluoropyrimidin-2-yl)piperidin-4-yl]oxy}methyl)-2-oxo-4-oxa-1,8-diazaspiro[5.5]undecane-8-carboxylate